ClC=1C=CC2=C(C(=C(O2)C(=O)C2=CC=CC=C2)C)C1 (5-chloro-3-methylbenzofuran-2-yl)(phenyl)methanone